N[C@@H]1[C@@H](OCC12CCN(CC2)C=2N=CC(=NC2)SC=2C(=C1C(N(C=NC1=CC2)CC(C)(C)O)=O)Cl)C 6-((5-((3S,4S)-4-amino-3-methyl-2-oxa-8-azaspiro[4.5]decan-8-yl)pyrazin-2-yl)thio)-5-chloro-3-(2-hydroxy-2-methylpropyl)quinazolin-4(3H)-one